(-)-4-chloro-3-hydroxybutyric acid ethyl ester C(C)OC(CC(CCl)O)=O